[Cl-].ClCC[NH2+]C (2-chloroethyl)-methylammonium chloride